(4-(4-amino-2-butyl-7-methyl-1H-imidazo[4,5-d]thieno[3,2-b]pyridin-1-yl)butyl)-4-((2,5-dioxo-2,5-dihydro-1H-pyrrol-1-yl)methyl)cyclohexane-1-carboxamide NC1=C2C(=C3C(=N1)C=C(S3)C)N(C(=N2)CCCC)CCCCC2(CCC(CC2)CN2C(C=CC2=O)=O)C(=O)N